C[Si](C(C(=O)OCC)C)(OC)C ethyl α-dimethylmethoxysilylpropionate